4,4-dipropylthiomorpholinium C(CC)[N+]1(CCSCC1)CCC